C(C)CC(CC(=O)[O-])=O.C(C)CC(CC(=O)[O-])=O.CC([O-])CC.CC([O-])CC.[Zr+4] zirconium di-sec-butoxide bis(ethylacetoacetate)